ClC1=CC2=C(OC3=C(O2)C=C(C=C3)Cl)C=C1 2,8-dichlorodibenzop-dioxin